5-[4-[[(2R)-1-(2-fluoroethyl)azetidin-2-yl]methoxy]-2-methyl-pyrazol-3-yl]-N-(6-methylpyrazin-2-yl)pyrazolo[1,5-a]pyridin-2-amine FCCN1[C@H](CC1)COC1=C(N(N=C1)C)C1=CC=2N(C=C1)N=C(C2)NC2=NC(=CN=C2)C